C(CCCCCCCC(=O)OCCCCCCCCCC)(=O)OCC(COC(CCC(OCCCCCCCC)OCCCCCCCC)=O)COC(CCCN(CC)CC)=O 1-(3-((4,4-bis(octyloxy)butanoyl)oxy)-2-(((4-(diethylamino)butanoyl)oxy)methyl)propyl) 9-decyl nonanedioate